tert-butyl 6-(((benzyloxy) carbonyl) (methyl) amino)-1,4-oxazepan-4-carboxylate C(C1=CC=CC=C1)OC(=O)N(C1CN(CCOC1)C(=O)OC(C)(C)C)C